{4-[5-(propan-2-yl)-3-(trifluoromethyl)-1H-pyrazol-1-yl]phenyl}methanamine CC(C)C1=CC(=NN1C1=CC=C(C=C1)CN)C(F)(F)F